C(=CCCCC)P(O)(=O)C1CCCC1 hexenyl-cyclopentyl-phosphinic acid